C(#N)C1=CC(=C(COC=2C=C(C=CC2)C2CCN(CC2)CC2=NC=3C(=NC(=CC3)C(=O)O)N2C[C@H]2OCC2)C=C1)F (S)-2-((4-(3-((4-cyano-2-fluorobenzyl)oxy)phenyl)piperidin-1-yl)methyl)-3-(oxetan-2-ylmethyl)-3H-imidazo[4,5-b]pyridine-5-carboxylic acid